(R)-N-(2-(4-cyanothiazolidin-3-yl)-2-oxoethyl)-6-(fluoromethyl)-quinoline-4-carboxamide C(#N)[C@H]1N(CSC1)C(CNC(=O)C1=CC=NC2=CC=C(C=C12)CF)=O